4,6-dichloro-5-nitro-2-(propylsulfanyl)pyrimidine ClC1=NC(=NC(=C1[N+](=O)[O-])Cl)SCCC